CC(C(=O)O)(C)C1=NN2C(N=C(NC2=O)S)=C1C1=CC(=C(C(=C1)F)F)F 2-methyl-2-[4-oxo-2-sulfanyl-8-(3,4,5-trifluorophenyl)-3H-pyrazolo[1,5-a][1,3,5]triazin-7-yl]propanoic acid